Ethyl 3-cyclobutyl-6-(3,4-dichlorophenyl)-4-oxo-4,5-dihydropyrazolo[1,5-a]pyrazine-2-carboxylate C1(CCC1)C=1C(=NN2C1C(NC(=C2)C2=CC(=C(C=C2)Cl)Cl)=O)C(=O)OCC